ClC=1C2=C(N=CN1)N(C1=C2C=2C(C(CC1)=O)=C(ON2)C2CC2)C2CC(C2)C(=O)OC methyl (1r,3r)-3-(11-chloro-3-cyclopropyl-4-oxo-5,6-dihydroisoxazolo[4'',3'':6',7']cyclohepta[1',2':4,5]pyrrolo[2,3-d]pyrimidin-7(4H)-yl)cyclobutane-1-carboxylate